F[C@@H]1C[C@H](N(C1)C(=O)OC(C)(C)C)C(N[C@@H](C1=CC=CC=C1)C1=CC=C(C=C1)C(C)C)=O tert-butyl (2S,4R)-4-fluoro-2-(((S)-(4-isopropylphenyl)(phenyl)methyl)carbamoyl)pyrrolidine-1-carboxylate